C(C)OC(=O)C=1C=NC2=NC(=CC=C2C1NCC1=C(C=C(C=C1F)Br)F)OC 4-((4-bromo-2,6-difluorobenzyl)amino)-7-methoxy-1,8-naphthyridine-3-carboxylic acid ethyl ester